C1(CC1)COC1=C(C=O)C=C(C(=C1)F)F 2-(cyclopropylmethoxy)-4,5-difluorobenzaldehyde